4-(4-oxo-3,4-dihydroquinazolin-2-yl)butanoic acid O=C1NC(=NC2=CC=CC=C12)CCCC(=O)O